C(CCCCCCC)OC(CCC(=O)OCCCCCOC1=CC(=C(C=C1)OCCCCCOC(CCC(OCCCCCCCC)OCCCCCCCC)=O)COC(=O)C1(CCN(CC1)C)C)OCCCCCCCC ((2-(((1,4-Dimethylpiperidine-4-carbonyl)oxy)methyl)-1,4-phenylene)bis(oxy))bis(pentane-5,1-diyl) bis(4,4-bis(octyloxy)butanoate)